10-(4-phenylphenoxy)decan-1-ol C1(=CC=CC=C1)C1=CC=C(OCCCCCCCCCCO)C=C1